3-isopropyl-6-(4-trifluoromethylphenyl)chromanone C(C)(C)C1C(OC2=CC=C(C=C2C1)C1=CC=C(C=C1)C(F)(F)F)=O